NC=1C2=C(N=CN1)N(C=C2C#CC=2C=CC1=C(N=C(O1)NC)C2)[C@@H]2CN(CC2)C(C=C)=O (S)-1-(3-(4-amino-5-((2-(methylamino)benzo[d]oxazol-5-yl)ethynyl)-7H-pyrrolo[2,3-d]pyrimidin-7-yl)pyrrolidin-1-yl)prop-2-en-1-one